((4-(6-fluoroquinolin-4-yl)cyclohexyl)methyl)isoindoline-1,3-dione FC=1C=C2C(=CC=NC2=CC1)C1CCC(CC1)CN1C(C2=CC=CC=C2C1=O)=O